(2S,4R)-1-((S)-2-acetamidopropanoyl)-N-cinnamyl-4-hydroxypyrrolidine-2-carboxamide C(C)(=O)N[C@H](C(=O)N1[C@@H](C[C@H](C1)O)C(=O)NCC=CC1=CC=CC=C1)C